4-(2-{5-[(7R)-7-amino-2-azabicyclo[2.2.1]heptane-2-carbonyl]-7-methoxy-1-methyl-1H-1,3-benzodiazol-2-yl}-1-(cyclopropylmethyl)-1H-pyrrolo[2,3-b]pyridin-6-yl)-2,3-dimethylphenol N[C@H]1C2N(CC1CC2)C(=O)C2=CC1=C(N(C(=N1)C1=CC=3C(=NC(=CC3)C3=C(C(=C(C=C3)O)C)C)N1CC1CC1)C)C(=C2)OC